Cl.O[C@H](CN1C(C2=CC=C(C=C2C(C1)(C)C)C(=O)N1CCC2(CC(C2)O)CC1)=O)[C@H]1NCC2=CC=CC=C2C1 2-((R)-2-hydroxy-2-((S)-1,2,3,4-tetrahydroisoquinolin-3-yl)ethyl)-6-(2-hydroxy-7-azaspiro[3.5]nonane-7-carbonyl)-4,4-dimethyl-3,4-dihydroisoquinolin-1(2H)-one hydrochloride